4-(((Z)-3-cyclopropyl-5-((Z)-5-fluoro-2-oxoindoline-3-ylidene)-4-oxothiazolidin-2-ylidene)amino)benzenesulfonamide C1(CC1)N1/C(/S\C(\C1=O)=C\1/C(NC2=CC=C(C=C12)F)=O)=N/C1=CC=C(C=C1)S(=O)(=O)N